N1C=C(C=C1)B(O)O 3-PYRROLYLBORONIC ACID